3-hydroxy-N-(2-isobutoxyquinolin-6-yl)-4-methoxypicolinamide OC=1C(=NC=CC1OC)C(=O)NC=1C=C2C=CC(=NC2=CC1)OCC(C)C